O1POCCC1 1,3,2-dioxa-phosphorinan